5-Ethynyl-2-{[1-(1-methylpiperidin-4-yl)pyrazol-4-yl]amino}-8-phenylpyrido[2,3-d]pyrimidin-7-one C(#C)C1=CC(N(C=2N=C(N=CC21)NC=2C=NN(C2)C2CCN(CC2)C)C2=CC=CC=C2)=O